C(C)(C)(C)C1=CC=C(C=C1)C1=C(C=CC=C1)OC 4'-tert-butyl-methoxybiphenyl